5-Trifluoromethyl-N4-(3-[N-(1,1-dimethylethyl)sulfamoyl]phenyl)-N2-[4-(4-methylpiperazin-1-yl)phenyl]pyrimidine-2,4-diamine FC(C=1C(=NC(=NC1)NC1=CC=C(C=C1)N1CCN(CC1)C)NC1=CC(=CC=C1)S(NC(C)(C)C)(=O)=O)(F)F